C(#N)C=1C=CC(=C2C=CC=NC12)N1C[C@H]2N([C@@H](C1)C)CCC(C2)NCC2=CC=C(C=C2)N2CCN(CC2)C(=O)OC(C)(C)C tert-butyl 4-(4-((((4R,9aS)-2-(8-cyanoquinolin-5-yl)-4-methyloctahydro-2H-pyrido[1,2-a]pyrazin-8-yl)amino)methyl)phenyl)piperazine-1-carboxylate